2-(2-(2-isopropylphenyl)-4-((6-methoxypyridin-3-yl)methyl)piperazin-1-yl)-7-azaspiro[3.5]nonane C(C)(C)C1=C(C=CC=C1)C1N(CCN(C1)CC=1C=NC(=CC1)OC)C1CC2(C1)CCNCC2